(+/-)-trans-3-((2-bromo-6-(diphenylamino)pyrimidin-4-yl)amino)bicyclo[2.2.2]octane-2-carboxylic acid BrC1=NC(=CC(=N1)NC1C(C2CCC1CC2)C(=O)O)N(C2=CC=CC=C2)C2=CC=CC=C2